O=C1N(C=C2N1C=CC=C2)C2CN(CCC2)C=2N=CC(=NC2)C(=O)N 5-(3-(3-oxoimidazo[1,5-a]pyridin-2(3H)-yl)piperidin-1-yl)pyrazine-2-carboxamide